C[Si](CCOC(NC1=C(C=C(C(=C1)NC1=NC=CC(=N1)C1=CN(C2=CC=CC=C12)C)OC)N(C)CCN(C)CCN)=O)(C)C.C[Si](OCCCC)(OCCCC)OCCCC methyl-trin-butoxysilane 2-trimethylsilylethyl-N-[2-[2-[2-aminoethyl(methyl)amino]ethyl-methyl-amino]-4-methoxy-5-[[4-(1-methylindol-3-yl)pyrimidin-2-yl]amino]phenyl]carbamate